C1(CCCC1)NC1=CC=C(C=C1)C1C(CC2C(N1C(C1=C(C=CC=C1C)F)=O)CNC2)C(=O)NC2=CC(=C(C=C2)C)C(F)(F)F 2-[4-(cyclopentylamino)phenyl]-1-(2-fluoro-6-methyl-benzoyl)-N-[4-methyl-3-(trifluoromethyl)phenyl]-2,3,4,4a,5,6,7,7a-octahydropyrrolo[3,4-b]pyridine-3-carboxamide